4-bromo-3,7-dimethyl-2H-furo[2,3-c]pyran-2-one BrC=1C=2C(=C(OC1)C)OC(C2C)=O